5-(2,3-dimethylphenyl)-2-methylisoindole CC1=C(C=CC=C1C)C1=CC2=CN(C=C2C=C1)C